CCC(CC)NC(=O)C1=CN=C(O1)C=1C=C(C=CC1)C1=CC(=NN1)C(=O)N[C@H](C(=O)OC)CC1=CC=CC=C1 (S)-methyl 2-(5-(3-(5-(pentan-3-ylcarbamoyl)oxazol-2-yl)phenyl)-1H-pyrazole-3-carboxamido)-3-phenylpropanoate